(4-bromopyridin-2-yl)-2-phenylacetamide BrC1=CC(=NC=C1)C(C(=O)N)C1=CC=CC=C1